NC1=NC=C(C2=C1C=NN2)NC(=O)C(=O)N(C(C)C2=CC=C(C=C2)C(F)(F)F)C2CCC2 N-(4-amino-1H-pyrazolo[4,3-c]pyridin-7-yl)-N'-cyclobutyl-N'-[1-[4-(trifluoromethyl)phenyl]ethyl]oxamide